O=C(CC(=O)N[C@@H]1C(SCC1)=O)CCCCCCCCC 3-oxo-N-[(3S)-tetrahydro-2-oxo-3-thienyl]-dodecanamide